FC1=NN(C2=CC=C(C=C12)C(=CC1CC(OC(C1)(C)C)(C)C)C=1C=NC(=CC1)N1CCNCC1)C1CCOCC1 3-Fluoro-5-((6-(piperazin-1-yl)pyridin-3-yl)(2,2,6,6-tetramethyltetrahydro-4H-pyran-4-ylmethylene)methyl)-1-(tetrahydro-2H-pyran-4-yl)-1H-indazole